tert-butyl (S)-(1-oxo-1-(((phenyl-d5)methyl)amino)propan-2-yl)carbamate O=C([C@H](C)NC(OC(C)(C)C)=O)NCC1=C(C(=C(C(=C1[2H])[2H])[2H])[2H])[2H]